N(=[N+]=[N-])[C@](C)(CCC)C1=CN=C(C2=CN=C(C=C12)Cl)O[C@H](C)CCS(=O)(=O)C 4-((R)-2-azidopentan-2-yl)-6-chloro-1-(((R)-4-(methylsulfonyl)butan-2-yl)oxy)-2,7-naphthyridine